{3-[(7-chloroquinolin-4-yl)amino]bicyclo[1.1.1]pent-1-yl}carbamic acid tert-butyl ester C(C)(C)(C)OC(NC12CC(C1)(C2)NC2=CC=NC1=CC(=CC=C21)Cl)=O